CN1CCC(CC1)(C)CC(=O)N[C@H]1CN(C[C@H]1C)C1=C2C=CC=NC2=C(C=C1)C 2-(1,4-dimethylpiperidin-4-yl)-N-[(3r,4r)-4-methyl-1-(8-methylquinolin-5-yl)pyrrolidin-3-yl]acetamide